C(C)(C)(C)OC(=O)N1C[C@H](CC1)NC1=C2C=CC=NC2=C(C=C1)F (S)-3-((8-fluoroquinolin-5-yl)amino)pyrrolidine-1-carboxylic acid tert-butyl ester